3-(4-(tert-butyl)-2H-1,2,3-triazol-2-yl)-1,3-diphenylpropan-1-one C(C)(C)(C)C1=NN(N=C1)C(CC(=O)C1=CC=CC=C1)C1=CC=CC=C1